(S)-7-(1H-pyrazol-4-yl)-N-(tetrahydro-2H-pyran-4-yl)-8-((1,1,1-trifluoropropan-2-yl)oxy)-[1,2,4]triazolo[1,5-c]pyrimidin-2-amine N1N=CC(=C1)C1=C(C=2N(C=N1)N=C(N2)NC2CCOCC2)O[C@H](C(F)(F)F)C